FC=1C=C2C(N(C(C2=CC1)=O)C1(C(NC(CC1)=O)=O)F)=O 5-fluoro-2-(3-fluoro-2,6-dioxopiperidin-3-yl)-2,3-dihydro-1H-isoindole-1,3-dione